NC1=NC(=NC=C1)C=1C=NN(C1OCC[C@H](C)NC1=C(C=NC(=C1)Cl)C1=NC=C(C=C1F)CN1CC(C1)CC(F)F)C (S)-N-(4-((4-(4-aminopyrimidin-2-yl)-1-methyl-1H-pyrazol-5-yl)oxy)butan-2-yl)-6'-chloro-5-((3-(2,2-difluoroethyl)azetidin-1-yl)methyl)-3-fluoro-[2,3'-bipyridin]-4'-amine